CC1(O[C@@H]2[C@H](O1)[C@H](O[C@H]2N2C=CC1=C2N=CN=C1N)[C@@H]1OCCC2=CC(=C(C=C12)Cl)Cl)C 7-[(3aR,4R,6R,6aR)-2,2-dimethyl-6-[(1R)-6,7-dichloroisochroman-1-yl]-3a,4,6,6a-tetrahydrofuro[3,4-d][1,3]dioxol-4-yl]pyrrolo[2,3-d]pyrimidin-4-amine